tert-butyl octahydro-2H-pyrazino[1,2-a]pyrazine-2-carboxylate C1C2N(CCN1C(=O)OC(C)(C)C)CCNC2